CC([O-])C.[Zr+4].CC([O-])C.CC([O-])C.CC([O-])C zirconium(IV) isopropoxide